P(=O)([O-])([O-])[O-].[Zr+4].P(=O)([O-])([O-])[O-].[Zr+4].NC1=C(C(=NN1C1CC(OC(C1)C)C)C1=CC=C(C=C1)CNC(C1=C(C=CC=C1)OC)=O)C(=O)N 5-Amino-1-(2,6-dimethyltetrahydropyran-4-yl)-3-[4-[[(2-methoxybenzoyl)amino]methyl]phenyl]pyrazole-4-carboxamide Zirconium Phosphate Zirconium phosphate